(S)-2-(4-cyanophenylsulphonamido)-3-(1H-indol-3-yl)-N-(4-(4-methoxyphenyl)thiazol-2-yl)propanamide C(#N)C1=CC=C(C=C1)S(=O)(=O)N[C@H](C(=O)NC=1SC=C(N1)C1=CC=C(C=C1)OC)CC1=CNC2=CC=CC=C12